[Cl-].[Cl-].[Tb+3] terbium (III) dichloride